Tert-butyl N-[(3S,4R)-1-Carbamoyl-4-([4-[3-(2-[3-[1-(2,6-dioxopiperidin-3-yl)-3-methyl-2-oxo-1,3-benzodiazol-5-yl]propoxy]ethoxy)propyl]phenyl]methoxy)pentan-3-yl]carbamate C(N)(=O)CC[C@@H]([C@@H](C)OCC1=CC=C(C=C1)CCCOCCOCCCC1=CC2=C(N(C(N2C)=O)C2C(NC(CC2)=O)=O)C=C1)NC(OC(C)(C)C)=O